trans-5-chloro-2-(2-nitrovinylamino)benzoic acid ClC=1C=CC(=C(C(=O)O)C1)N\C=C\[N+](=O)[O-]